N-[(3,4-dichlorophenyl)methyl]-2-{[4-(4-pyridin-2-ylpyrimidin-2-yl)phenyl]oxy}acetamide ClC=1C=C(C=CC1Cl)CNC(COC1=CC=C(C=C1)C1=NC=CC(=N1)C1=NC=CC=C1)=O